NC1=NNC=2C1=NC(=CC2)C2=C(C=C(C=C2)S(=O)(=O)NC(C)(C)C)F 4-(3-amino-1H-pyrazolo[4,3-b]pyridin-5-yl)-N-tert-butyl-3-fluorobenzenesulfonamide